COC1=CC=C(C=N1)OC1CCN(CC1)C1=C(C=C2C(=N1)CN(C2)C(C)=O)C 1-(2-(4-((6-methoxypyridin-3-yl)oxy)piperidin-1-yl)-3-methyl-5,7-dihydro-6H-pyrrolo[3,4-b]pyridin-6-yl)ethan-1-one